ClC=1C=C(C=2N(N1)C=CN2)[C@@H]2[C@H](C2)C2=CC1=C(C=N2)C(=CN1CC(F)(F)F)F 6-chloro-8-[(1S,2S)-2-[3-fluoro-1-(2,2,2-trifluoroethyl)pyrrolo[3,2-c]pyridin-6-yl]cyclopropyl]imidazo[1,2-b]pyridazine